B(OCCCC)(OCCCC)OCCCC tri-butyl borate